((N-methyl-4-methylphenylsulfonamido)ethynyl)-2-(1H-pyrrol-1-yl)benzoic acid CN(S(=O)(=O)C1=CC=C(C=C1)C)C#CC=1C(=C(C(=O)O)C=CC1)N1C=CC=C1